C(C)(C)(C)OC(=O)N1CCC2(CC1)C(N(C1=CC=CC=C12)C)=C=O 1-methyl-2-carbonyl-spiro[indoline-3,4'-piperidine]-1'-carboxylic acid tert-butyl ester